2,3,5-trichloro-4-ethyl-nitrobenzene ClC1=C(C=C(C(=C1Cl)CC)Cl)[N+](=O)[O-]